7-Bromobenzo[b]thiophene BrC1=CC=CC2=C1SC=C2